6-Bromo-1-(4-methyl-2-nitrophenylethyl)-4-(trifluoromethyl)-1H-pyrrolo[2,3-b]pyridine BrC1=CC(=C2C(=N1)N(C=C2)CCC2=C(C=C(C=C2)C)[N+](=O)[O-])C(F)(F)F